COC=1C=C2CCNCC2=CC1NC1=NC=C(C(=N1)NCCCN1C(CCCC1)=O)C(F)(F)F 1-[3-[[2-[(6-Methoxy-1,2,3,4-tetrahydroisoquinolin-7-yl)amino]-5-(trifluoromethyl)pyrimidin-4-yl]amino]propyl]piperidin-2-one